C(C)(C)(C)OC(=O)NCCN 1-[(tert-butoxycarbonyl)amino]-2-aminoethane